(2-amino-7-(isothiazol-3-yl)quinolin-4-yl)propan-1-ol NC1=NC2=CC(=CC=C2C(=C1)C(CC)O)C1=NSC=C1